CN1C[C@H]([C@@H](CC1)NC(C(COC1=NC=CC=C1C)(C)C)=O)C |r| racemic-trans-N-(1,3-dimethylpiperidin-4-yl)-2,2-dimethyl-3-((3-methylpyridin-2-yl)oxy)propanamide